4-{[4-(hydroxymethyl)phenyl]sulfamoyl}-3-nitrobenzoic acid OCC1=CC=C(C=C1)NS(=O)(=O)C1=C(C=C(C(=O)O)C=C1)[N+](=O)[O-]